ClC1=C(C2=C(OCCO2)C=C1Cl)N1CCNCC1 6,7-Dichloro-5-(piperazin-1-yl)-2,3-dihydro-1,4-benzodioxine